[N+](=O)([O-])CCOC(COC1=C(C=CC=C1)OC1=C(C=C(C(=C1)N1C(N(C(=CC1=O)C(F)(F)F)C)=O)F)Cl)=O (2-{2-chloro-4-fluoro-5-[3-methyl-2,6-dioxo-4-(trifluoromethyl)-3,6-dihydropyrimidin-1(2H)-yl]phenoxy}phenoxy)acetic acid 2-nitroethyl ester